P(=S)(OCCCCCCCCCCCCCCCCOC(C=C)=O)(O)O acryloxyhexadecyl dihydrogen thiophosphate